CC1=C(C(=C(C1C1C2(CC3CC(CC1C3)C2)N[Ti](C)C)C)C)C 2-(tetramethylcyclopentadienyl)(1-adamantylamino)dimethyl-titanium